C(C)OC(=O)C1=NC=2C(=NC=CC2C2=C(C(=CC=C2)Cl)Cl)N1C 7-(2,3-dichlorophenyl)-3-methyl-3H-imidazo[4,5-b]pyridine-2-carboxylic acid ethyl ester